methyl 2-{2,6-difluoro-4-[(3S)-3-fluoropyrrolidine-1-sulfonyl] phenyl}-4-methylquinoline-7-carboxylate FC1=C(C(=CC(=C1)S(=O)(=O)N1C[C@H](CC1)F)F)C1=NC2=CC(=CC=C2C(=C1)C)C(=O)OC